N1N=CC(=C1)C1SC=CN1C=1C=NN(C1)CC1=CC=NC=C1 2-(1H-pyrazol-4-yl)-N-[1-(pyridin-4-ylmethyl)-1H-pyrazol-4-yl]-1,3-thiazole